N[C@@H](C(=O)N1[C@@H]2[C@H](CC1)[C@@](NC2)(C(=O)O)CCCCB(O)O)[C@H](C)O (3aS,4R,6aR)-1-((2R,3S)-2-amino-3-hydroxybutanoyl)-4-(4-boronobutyl)octahydropyrrolo[3,4-b]Pyrrole-4-carboxylic acid